BrC1=CC(=C(C=C1)N1CC2CCC(C1)N2C(=O)OC(C)(C)C)F tert-Butyl 3-(4-bromo-2-fluorophenyl)-3,8-diazabicyclo[3.2.1]octane-8-carboxylate